N-[1-[2-[5-(difluoromethoxy)pyrimidin-2-yl]-1,2,4-triazol-3-yl]ethyl]-3-(trifluoromethyl)-5-(trifluoromethylsulfonyl)benzamide FC(OC=1C=NC(=NC1)N1N=CN=C1C(C)NC(C1=CC(=CC(=C1)S(=O)(=O)C(F)(F)F)C(F)(F)F)=O)F